2-chloro-1H-benzo[d]imidazole-5-carbonitrile ClC1=NC2=C(N1)C=CC(=C2)C#N